Methyl 3-(3-(2-((4-methylphenyl)sulfonamido)benzo[d]thiazol-5-yl)ureido)benzoate CC1=CC=C(C=C1)S(=O)(=O)NC=1SC2=C(N1)C=C(C=C2)NC(NC=2C=C(C(=O)OC)C=CC2)=O